3-(4-bromo-3-fluorophenyl)-N,N-dimethylpropionamide BrC1=C(C=C(C=C1)CCC(=O)N(C)C)F